C(C1=CC=CC=C1)OC(NC1CN(C1)CCC(F)(F)F)=O (1-(3,3,3-trifluoropropyl)azetidin-3-yl)carbamic acid benzyl ester